N[C@@H](C(=O)O)CCCCNC(=O)OCC1=CC=CC=C1 (R)-2-amino-6-(((benzyloxy)carbonyl)amino)hexanoic acid